1-amino-2-hexadecanol NCC(CCCCCCCCCCCCCC)O